N1N=CC2=CC=C(C=C12)CN(C1=NC=C(C=C1)COCCOCCN1CCOCC1)CC1=CC(=CC=C1)OC N-((1H-indazol-6-yl)methyl)-N-(3-methoxybenzyl)-5-((2-(2-morpholinoethoxy)ethoxy)methyl)pyridin-2-amine